N-(3-amino-[1,2,4]triazolo[4,3-a]pyridin-6-yl)-4-cyclopropyl-2-(4-fluoro-2-methylphenoxy)-5-(trifluoromethyl)benzamide NC1=NN=C2N1C=C(C=C2)NC(C2=C(C=C(C(=C2)C(F)(F)F)C2CC2)OC2=C(C=C(C=C2)F)C)=O